CC1=C(C=C(N=N1)C=1C(NC(NC1)=O)=O)C1=NN(C=C1)CC1=CC=C(C=C1)C 5-(6-methyl-5-(1-(4-methylbenzyl)-1H-pyrazol-3-yl)pyridazin-3-yl)pyrimidine-2,4(1H,3H)-dione